trans-3-(4-(5-chloro-6-(4-(3-methyloxetan-3-yl)piperazin-1-yl)-1H-indazol-1-yl)-1H-pyrazol-1-yl)cyclobutane-1-carboxylic acid ClC=1C=C2C=NN(C2=CC1N1CCN(CC1)C1(COC1)C)C=1C=NN(C1)[C@@H]1C[C@H](C1)C(=O)O